(3-(3-chloro-1,2,4-thiadiazol-5-yl)-8-methyl-5,6-dihydro-[1,2,4]triazolo[4,3-a]pyrazin-7(8H)-yl)(4-fluorophenyl-3-d)methanone mesylate S(C)(=O)(=O)O.ClC1=NSC(=N1)C1=NN=C2N1CCN(C2C)C(=O)C2=CC(=C(C=C2)F)[2H]